4-(furo[3,2-c]pyridin-4-yl)-N-(pyridin-2-ylmethyl)benzamide O1C=CC=2C(=NC=CC21)C2=CC=C(C(=O)NCC1=NC=CC=C1)C=C2